O1C(=NC2=C1C=CC=C2)[C@@H]2CC(CN2C(=O)C2=CC=C(C=C2)C2=C(C=CC=C2)C)=O (S)-5-(Benzo[d]oxazol-2-yl)-1-(2'-methyl-[1,1'-biphenyl]-4-carbonyl)pyrrolidin-3-one